BrC1=CC2=C(N=C(N=C2C)NC)N=C1Cl 6-bromo-7-chloro-N,4-dimethylpyrido[2,3-d]pyrimidin-2-amine